N-ETHYL-2-(4-FORMYL-2-METHOXYPHENOXY)ACETAMIDE C(C)NC(COC1=C(C=C(C=C1)C=O)OC)=O